2-(benzyloxy)-1-ethyl-4-fluorobenzene C(C1=CC=CC=C1)OC1=C(C=CC(=C1)F)CC